ClC=1C=C(C=C(C1)Cl)C12OCCC(CO1)O2 1-(3,5-dichlorophenyl)-2,7,8-trioxabicyclo[3.2.1]octane